N-(1-(3-chlorobenzyl)-6-methylisoquinolin-5-yl)-4-((2,4-dimethoxybenzyl)amino)thieno[3,2-d]pyrimidine-7-carboxamide ClC=1C=C(CC2=NC=CC3=C(C(=CC=C23)C)NC(=O)C2=CSC3=C2N=CN=C3NCC3=C(C=C(C=C3)OC)OC)C=CC1